C(C)(=O)SCCC1=CC=C(C(=O)OC)C=C1 methyl 4-(2-acetylsulfanylethyl)benzoate